O1CCC2=C1C(=CC=C2)C(O)C=2N=CN(C2)C(C2=CC=CC=C2)(C2=CC=CC=C2)C2=CC=CC=C2 (2,3-dihydrobenzofuran-7-yl)(1-trityl-1H-imidazol-4-yl)methanol